1-(2-methylpyridin-3-yl)ethyl (1-methyl-4-(6-methyl-5-(methyl-sulfonamido)pyridin-2-yl)-1H-1,2,3-triazol-5-yl)carbamate CN1N=NC(=C1NC(OC(C)C=1C(=NC=CC1)C)=O)C1=NC(=C(C=C1)NS(=O)(=O)C)C